acrylic acid-2-(3,4,5-trihydroxyphenyl)pentyl ester OC=1C=C(C=C(C1O)O)C(COC(C=C)=O)CCC